6-(3-(difluoromethyl)-1H-pyrazol-4-yl)-2-(1-(3-hydroxyphenyl)ethyl)isoquinolin-1(2H)-one FC(C1=NNC=C1C=1C=C2C=CN(C(C2=CC1)=O)C(C)C1=CC(=CC=C1)O)F